FC=1C(=C(C=CC1)NC1=C(NC2=C1C(NCC2)=O)C2=C(C=NC=C2)C#C[C@H]2N(CCOC2)C(C=C)=O)OC |o1:26| rel-3-[(3-fluoro-2-methoxyphenyl)amino]-2-(3-{2-[(3R)-4-(prop-2-enoyl)morpholin-3-yl]ethynyl}pyridin-4-yl)-1H,5H,6H,7H-pyrrolo[3,2-c]pyridin-4-one